tert-butyl N-[(1S)-1-(dicyclopropylmethyl)-2-[[5-(2,5-dimethyl-3-pyridyl)-6-fluoro-2-pyridyl]amino]-2-oxo-ethyl]carbamate C1(CC1)C([C@@H](C(=O)NC1=NC(=C(C=C1)C=1C(=NC=C(C1)C)C)F)NC(OC(C)(C)C)=O)C1CC1